1-(3-trifluoromethylphenyl)-4-{4-[(7-trifluoromethylquinolin-4-yl)amino]benzoyl}piperazine FC(C=1C=C(C=CC1)N1CCN(CC1)C(C1=CC=C(C=C1)NC1=CC=NC2=CC(=CC=C12)C(F)(F)F)=O)(F)F